FC1=C(OC=2N=NC(=C(C2C(=O)NC2=CC(=CC=C2)S(=O)(C)=N)C)C(F)(F)F)C(=CC(=C1)OC(F)(F)F)F 3-[2,6-difluoro-4-(trifluoromethoxy)phenoxy]-N-{3-[imino(methyl)oxo-λ6-sulfanyl]phenyl}-5-methyl-6-(trifluoromethyl)pyridazine-4-carboxamide